N-(3-(4-bromo-5-nitro-1H-pyrazol-1-yl)-5-(2-methoxyethoxy)phenyl)acrylamide BrC=1C=NN(C1[N+](=O)[O-])C=1C=C(C=C(C1)OCCOC)NC(C=C)=O